2-((4-(((tert-butyldimethylsilyl) oxy) methyl) pyridin-2-yl) oxyethyl)-6-oxo-1,6-dihydropyridine-3-carboxylate [Si](C)(C)(C(C)(C)C)OCC1=CC(=NC=C1)OCCC=1NC(C=CC1C(=O)[O-])=O